2,3-diisopropyloxy-octadecanoic acid C(C)(C)OC(C(=O)O)C(CCCCCCCCCCCCCCC)OC(C)C